NC1=NC=C(C=C1O[C@H](C)C=1C=C(C=CC1)NC(C1=NC=C(C=C1)F)=O)Cl (R)-N-(3-(1-((2-amino-5-chloropyridin-3-yl)oxy)ethyl)phenyl)-5-fluoropicolinamide